3-sulfonyl-thioflavone S(=O)(=O)=C1C(OC2=CC=CC=C2C1=S)C1=CC=CC=C1